1-ethylcarbamoyl-lysergic acid diethylamide C(C)N(C(=O)[C@H]1CN(C)[C@@H]2CC3=CN(C4=CC=CC(C2=C1)=C34)C(NCC)=O)CC